dibutyltin bis(2-ethylthioglycolate) C(C)C(C(=O)[O-])S.C(C)C(C(=O)[O-])S.C(CCC)[Sn+2]CCCC